C(C)OC(C(=C(C)OC1=C(C(=CC=C1)C)C1=C(C=CC=C1C)I)Cl)=O ethyl-2-chloro-3-((2'-iodo-6,6'-dimethyl-[1,1'-biphenyl]-2-yl) oxy)-2-butenoate